(4-isopropylpiperidin-1-yl)aniline C(C)(C)C1CCN(CC1)NC1=CC=CC=C1